N,N-Di-n-butylaminomethyl-triethoxysilan C(CCC)N(CCCC)C[Si](OCC)(OCC)OCC